4-ethynyl-1H-pyrrolo[2,3-B]pyridine-5-carboxamide C(#C)C1=C2C(=NC=C1C(=O)N)NC=C2